3-(1,2,3,4-tetrahydroquinolin-2-yl)benzonitrile N1C(CCC2=CC=CC=C12)C=1C=C(C#N)C=CC1